COC1(CCCN(CCOC(C(C(C(C1)C)=O)(C)C)=O)CCC)C 8-methoxy-8,10,12,12-tetramethyl-4-propyl-1-oxa-4-azacyclotridecane-11,13-dione